C1(CC1)C1=NC=NC(=C1C1=NN2C(C(=N1)NCC1=CC=C(C=C1)C=1C(=NOC1C)C)=NC=C2)OC 2-(4-cyclopropyl-6-methoxypyrimidin-5-yl)-N-(4-(3,5-dimethylisoxazol-4-yl)benzyl)imidazo[2,1-f][1,2,4]triazin-4-amine